4-[2-[4-[[4-[2-(2,6-dioxo-3-piperidinyl)-1,3-dioxo-isoindol-5-yl]piperazin-1-yl]methyl]-1-piperidinyl]ethyl]piperazine-1-carboxylic acid tert-butyl ester C(C)(C)(C)OC(=O)N1CCN(CC1)CCN1CCC(CC1)CN1CCN(CC1)C=1C=C2C(N(C(C2=CC1)=O)C1C(NC(CC1)=O)=O)=O